2-chloro-N,N-bis(4-methoxybenzyl)imidazo[2,1-f][1,2,4]triazin-4-amine ClC1=NN2C(C(=N1)N(CC1=CC=C(C=C1)OC)CC1=CC=C(C=C1)OC)=NC=C2